The molecule is a sesquiterpenoid that is bisabolane having double bonds at positions 2 and 9 as well as a hydroxy substituent at position 7. It derives from a hydride of a bisabolane. CC1=CC[C@@H](CC1)[C@](C)(CCC=C(C)C)O